(1R,4s)-4-(2-((3R,4S)-3-fluorotetrahydro-2H-pyran-4-ylamino)-8-(2,4,6-trichlorophenylamino)-9H-purin-9-yl)cyclohexanecarboxamide F[C@H]1COCC[C@@H]1NC1=NC=C2N=C(N(C2=N1)C1CCC(CC1)C(=O)N)NC1=C(C=C(C=C1Cl)Cl)Cl